1-(1-((2-((4-(4-amino-2,3-dihydro-1H-inden-5-yl)pyridin-2-yl)oxy)ethyl)(methyl)-amino)-2-methylpropan-2-yl)-N,N-bis(4-methoxybenzyl)-1H-pyrazole-3-sulfonamide NC1=C2CCCC2=CC=C1C1=CC(=NC=C1)OCCN(CC(C)(C)N1N=C(C=C1)S(=O)(=O)N(CC1=CC=C(C=C1)OC)CC1=CC=C(C=C1)OC)C